methyl (E)-2-(tert-butoxycarbonylamino)-3-(3,3-dimethylcyclobutyl)prop-2-enoate C(C)(C)(C)OC(=O)N\C(\C(=O)OC)=C\C1CC(C1)(C)C